(3-(3-(6-bromo-7-(((S)-1-(ethylsulfonyl)pyrrolidin-3-yl)amino)-1H-imidazo[4,5-b]pyridin-2-yl)-2,5-dimethyl-1H-pyrrol-1-yl)-4-methylphenyl)-2-morpholinoacetamide BrC=1C(=C2C(=NC1)N=C(N2)C2=C(N(C(=C2)C)C=2C=C(C=CC2C)C(C(=O)N)N2CCOCC2)C)N[C@@H]2CN(CC2)S(=O)(=O)CC